CC1=C(C(=O)P(C2=CC=CC=C2)(C(C2=C(C=C(C=C2C)C)C)=O)=O)C(=CC(=C1)C)C Bis(2,4,6-tri-methylbenzoyl)-phenylphosphin oxid